6-ethyl-2-(5-fluoropyridin-2-yl)-3-(1H-pyrazolo[3,4-b]pyridin-4-yl)-6,7-dihydro-4H-pyrazolo[5,1-c][1,4]oxazine C(C)C1CN2C(CO1)=C(C(=N2)C2=NC=C(C=C2)F)C2=C1C(=NC=C2)NN=C1